BrCC1=C(OC2=CC=CC=C2C1=O)C1=CC(=CC=C1)F 3-bromomethyl-2-(3-fluorophenyl)-4H-chromen-4-one